C1C=CN2C1=COC1=C(C2=O)C=CC=C1 1H,5H-benzo[f]pyrrolo[2,1-c][1,4]oxazepin-5-one